hexanoylaminohexanoic acid C(CCCCC)(=O)NC(C(=O)O)CCCC